(1S,5R)-3-((benzyloxy)carbonyl)-8-(tert-butoxycarbonyl)-3,8-diazabicyclo[3.2.1]octane C(C1=CC=CC=C1)OC(=O)N1C[C@@H]2CC[C@H](C1)N2C(=O)OC(C)(C)C